(S,E)-2-((3-(4-Fluorophenyl)acryloyl)oxy)-N-(2-hydroxyethyl)-N-(4-iodobenzyl)ethan-1-amine oxide FC1=CC=C(C=C1)/C=C/C(=O)OCC[N@+](CC1=CC=C(C=C1)I)(CCO)[O-]